ClC1=C(C=NN1[C@H]1[C@@H](CN(CC1)C1CCCCC1)F)C1(NC=C(C(=N1)NC)C(F)(F)F)N 2-(5-chloro-1-((trans)-1-cyclohexyl-3-fluoropiperidin-4-yl)-1H-pyrazol-4-yl)-N4-methyl-5-(trifluoromethyl)pyrimidine-2,4-diamine